COC1=C(C(=CC=C1)OC)N1C(=NC2=NC=C(C=C21)NS(=O)(=O)C)C2=NC(=CC=C2)OCC N-(1-(2,6-dimethoxyphenyl)-2-(6-ethoxypyridin-2-yl)-1H-imidazo[4,5-b]pyridin-6-yl)methanesulfonamide